ClC1=C(C(=O)NC2(CC2)C#N)C=C(C=C1)N1N=CC(=C1)C=1N(N=C(C1C(F)(F)F)C(C(F)(F)F)(F)F)C 2-chloro-N-(1-cyanocyclopropyl)-5-[4-[2-methyl-5-(1,1,2,2,2-pentafluoroethyl)-4-(trifluoromethyl)pyrazol-3-yl]pyrazol-1-yl]benzamide